2-(2,6-difluorophenyl)-3-oxopyridazine-4-carboxylic acid FC1=C(C(=CC=C1)F)N1N=CC=C(C1=O)C(=O)O